tert-Butyl N-[(1S)-2-(2-benzyloxycarbonylhydrazino)-1-(cyclohexylmethyl)-2-oxo-ethyl]carbamate C(C1=CC=CC=C1)OC(=O)NNC([C@H](CC1CCCCC1)NC(OC(C)(C)C)=O)=O